N-phenyloctanamide C1(=CC=CC=C1)NC(CCCCCCC)=O